NCCP(O)(O)=O 2-amino-ethyl-phosphonic acid